C1(CC1)C1=C(C=CC=C1)C1=C(C=2N=C(N=C(C2C=N1)N1C[C@H]2CC[C@@H](C1)N2C(=O)OC(C)(C)C)OCC21CCCN1CC(C2)F)F tert-butyl (1R,5S)-3-(7-(2-cyclopropylphenyl)-8-fluoro-2-((2-fluorotetrahydro-1H-pyrrolizin-7a(5H)-yl)methoxy)pyrido[4,3-d]pyrimidin-4-yl)-3,8-diazabicyclo[3.2.1]octane-8-carboxylate